ClC1=CC=C(C(=N1)C(=O)O)N[C@H](C)C1=C2C=C(N(C(C2=CC(=C1)C)=O)C)N1CCN(CC1)CC1=CC=C(C=C1)F (R)-6-chloro-3-((1-(3-(4-(4-fluorobenzyl)piperazin-1-yl)-2,7-dimethyl-1-oxo-1,2-dihydroisoquinolin-5-yl)ethyl)amino)picolinic acid